C(C)(C)(C)OC(=O)NC(C(=O)N1CCN(CC1)C(=O)NC1=NC(NC=C1)=O)(C)C 4-(4-(2-((tert-butoxycarbonyl)amino)-2-methylpropanoyl)piperazine-1-carboxamido)-2-oxopyrimidin